((((1rs,4rs,5rs)-2-azabicyclo[2.2.1]heptan-5-yl)oxy)methyl)-5-cyclopropyl-3-(2,6-dichlorophenyl)isoxazole trifluoroacetate salt FC(C(=O)O)(F)F.[C@H]12NC[C@H]([C@@H](C1)OCC=1C(=NOC1C1CC1)C1=C(C=CC=C1Cl)Cl)C2 |r|